FC=1C=C(N(CC2=C(C(=C(C(=C2S(=O)C)F)F)F)F)C)C=CC1OC 3-fluoro-4-methoxy-N-methyl-N-(2,3,4,5-tetrafluoro-6-(methylsulfinyl)benzyl)aniline